C1(CCCCC1)P(C1=C(C=CC=C1)C1=C(C=C(C=C1C(C)C)C(C)C)C(C)C)C1CCCCC1 dicyclohexyl-[2-(2,4,6-triisopropylphenyl)-phenyl]phosphane